4-(5-Hydroxy-1-(5-(oxazol-2-yl)pyridin-2-yl)-1H-pyrazol-4-yl)benzonitrile OC1=C(C=NN1C1=NC=C(C=C1)C=1OC=CN1)C1=CC=C(C#N)C=C1